ClC1=C(C(=CC(=C1)F)C)C1(CC1)C1=NOC(=N1)C1=NN(C(=C1)C(F)F)CC(=O)N 2-(3-(3-(1-(2-chloro-4-fluoro-6-methylphenyl)cyclopropyl)-1,2,4-oxadiazol-5-yl)-5-(difluoromethyl)-1H-pyrazol-1-yl)acetamide